Methyl 3-(benzyloxy)-1-(but-3-en-2-yl (tert-butoxycarbonyl) amino)-5-((2,4-difluorobenzyl) carbamoyl)-4-oxo-1,4-dihydropyridine-2-carboxylate C(C1=CC=CC=C1)OC1=C(N(C=C(C1=O)C(NCC1=C(C=C(C=C1)F)F)=O)N(C(=O)OC(C)(C)C)C(C)C=C)C(=O)OC